Tert-butyl ((S)-1-(((S)-2-((2S,4S)-4-amino-2-(((R)-1,2,3,4-tetrahydronaphthalen-1-yl)carbamoyl) pyrrolidin-1-yl)-1-cyclohexyl-2-oxoethyl)amino)-1-oxopropan-2-yl)(methyl)carbamate N[C@H]1C[C@H](N(C1)C([C@H](C1CCCCC1)NC([C@H](C)N(C(OC(C)(C)C)=O)C)=O)=O)C(N[C@@H]1CCCC2=CC=CC=C12)=O